1-(4-chloro-3-hydroxyphenyl)cyclopropanecarboxylic acid ClC1=C(C=C(C=C1)C1(CC1)C(=O)O)O